C(C)ONC(C1=CN=C(C=C1NC1=C(C=C(C=C1)C1=CC=NN1C)OC)NC1=NC(=CC=C1)C)=O N-ethoxy-4-((2-methoxy-4-(1-methyl-1H-pyrazol-5-yl)phenyl)amino)-6-((6-Methylpyridin-2-yl)amino)nicotinamide